FC=1C=C(C=C(C1)F)[C@@H]1CC=NN1C(=O)N1CC(C1)OC1=CC(=NC=C1F)N1N=C(C(=C1C)S(=O)(=O)N)C (S)-1-(4-((1-(5-(3,5-difluorophenyl)-4,5-dihydro-1H-pyrazole-1-carbonyl)azetidin-3-yl)oxy)-5-fluoropyridin-2-yl)-3,5-dimethyl-1H-pyrazole-4-sulfonamide